ClC1=CC=C(COC2=NN=C(S2)NC(=O)C=2C(=CC(=NC2)C(=O)N(C)C)N2CCOCC2)C=C1 N5-(5-((4-chlorobenzyl)oxy)-1,3,4-thiadiazol-2-yl)-N2,N2-dimethyl-4-morpholinopyridine-2,5-dicarboxamide